N-(cyclohexylmethyl)benzylamine C1(CCCCC1)CNCC1=CC=CC=C1